CN1N=C(C2=CC=CC(=C12)N1CCC(CC1)CN1[C@@H](CNCC1)C)C1C(NC(CC1)=O)=O 3-(1-methyl-7-(4-(((R)-2-methylpiperazin-1-yl)methyl)piperidin-1-yl)-1H-indazol-3-yl)piperidine-2,6-dione